FC=1C(NC(N(C1)C1OCCC1)=O)=O 5-fluoro-1-(oxolan-2-yl)pyrimidine-2,4-dione